SSSSSS hydrogen hexasulfide